(R)-2-(3-(1-aminoethyl)-2-fluorophenyl)-2,2-difluoroethan-1-ol hydrochloride Cl.N[C@H](C)C=1C(=C(C=CC1)C(CO)(F)F)F